C(#N)CCOC(C)OC(C)OCCC#N 1-(2-cyanoethoxy)ethyl ether